N-(2-chloro-4-fluorophenyl)-N-{4-[2-(2-chloro-3-fluorophenyl)acetamido]pyridin-2-yl}acetamide ClC1=C(C=CC(=C1)F)N(C(C)=O)C1=NC=CC(=C1)NC(CC1=C(C(=CC=C1)F)Cl)=O